N1(N=CC=C1)CC1=CC2=C(C(=NS2)NS(=O)(=O)C2=C(C=CC=C2OC)OC)C=C1 N-(6-((1H-pyrazol-1-yl)methyl)benzo[d]isothiazol-3-yl)-2,6-dimethoxybenzenesulfonamide